N1C=C(C2=CC=CC=C12)CC(C=C)NC(OC(C)(C)C)=O tert-Butyl (1-(indol-3-yl)but-3-en-2-yl)carbamate